methyl 7-benzyl-4-chloro-5,6,7,8-tetrahydro-1,7-naphthyridine-3-carboxylate C(C1=CC=CC=C1)N1CCC=2C(=C(C=NC2C1)C(=O)OC)Cl